C(C\C=C/CC)OC(C1=C(C=CC=C1)OC=C(C1=CC=CC=C1)OC)=O 2-((2-methoxy-2-phenylvinyl)oxy)benzoic acid (Z)-hex-3-en-1-yl ester